N1-(5-(4-(4-chloro-2-fluorophenyl)piperazin-1-yl)-1,3-dimethyl-1H-pyrazol-4-yl)-N4,N4-dimethylbenzene-1,4-disulfonamide ClC1=CC(=C(C=C1)N1CCN(CC1)C1=C(C(=NN1C)C)NS(=O)(=O)C1=CC=C(C=C1)S(=O)(=O)N(C)C)F